N-(3-(5-(3-cyanoimidazo[1,2-b]pyridazin-6-yl)-1-(2,2-difluoroethyl)-1H-imidazol-4-yl)phenyl)acetamide C(#N)C1=CN=C2N1N=C(C=C2)C2=C(N=CN2CC(F)F)C=2C=C(C=CC2)NC(C)=O